2-{[(4-fluorophenyl)cyclobutyl]amino}pyrimidine-4-carbonitrile FC1=CC=C(C=C1)C1(CCC1)NC1=NC=CC(=N1)C#N